5-Chloro-2-hydroxy-N-(4-nitrophenyl)benzamide ClC=1C=CC(=C(C(=O)NC2=CC=C(C=C2)[N+](=O)[O-])C1)O